2-methyl-3-(pyridine-4-yl)propionaldehyde CC(C=O)CC1=CC=NC=C1